C(\C=C/CCCCCC)OC(CCCCCCCCC)=O decanoic acid-(2Z)-non-2-en-1-yl ester